ClC1=C2C(=C(N=C1Cl)C1=NN(C=C1)C)C=1CN(CCC1N2C)C(CO)=O 1-[6,7-dichloro-5-methyl-9-(1-methyl-1H-pyrazol-3-yl)-1,3,4,5-tetrahydro-2H-pyrrolo[3,2-c:4,5-c']dipyridin-2-yl]-2-hydroxyethan-1-one